FC=1C(=C(OC2=CC=C(C(=C2C(=O)NC2=NC=CC(=C2)C(=O)OC)C)C(F)(F)F)C=CC1OC(F)(F)F)OC Methyl 2-[[6-[3-fluoro-2-methoxy-4-(trifluoromethoxy)phenoxy]-2-methyl-3-(trifluoromethyl)benzoyl]amino]pyridine-4-carboxylate